C1(CC1)N1C(C=CC2=CC=CC=C12)S(=O)(=O)N CYCLOPROPYL-DIHYDROQUINOLINESULFONAMIDE